1,1,1,3,3,3-hexafluoropropan-2-yl (±)-1-((pyrimidin-5-ylmethyl)carbamoyl)-6-azaspiro[2.5]octane-6-carboxylate N1=CN=CC(=C1)CNC(=O)[C@@H]1CC12CCN(CC2)C(=O)OC(C(F)(F)F)C(F)(F)F |r|